N1(CCCC1)C(=O)N1CC2(C1)CCN(CC2)C(=O)OC(C)(C)C tert-butyl 2-(pyrrolidine-1-carbonyl)-2,7-diazaspiro[3.5]nonane-7-carboxylate